2,7-di-tert-butyl-9,9-diphenyl-fluorene C(C)(C)(C)C1=CC=2C(C3=CC(=CC=C3C2C=C1)C(C)(C)C)(C1=CC=CC=C1)C1=CC=CC=C1